[C@@H]12OC[C@@H](N(C1)C=1C=C3C(=CN=NC3=CC1)N[C@H](C)C1=C(C(=CC=C1)C(F)F)F)C2 6-((1S,4S)-2-oxa-5-azabicyclo[2.2.1]heptan-5-yl)-N-((R)-1-(3-(difluoromethyl)-2-fluorophenyl)ethyl)cinnolin-4-amine